racemic-N-acetyl-piperidine C(C)(=O)N1CCCCC1